BrC1=NN(C(=C1)C(=O)NC1=C(C=C(C=C1C(=O)NC)Cl)C)C1=NC=CC=C1Cl 3-bromo-N-[4-chloro-2-methyl-6-[(methylamino)formyl]phenyl]-1-(3-chloro-2-pyridinyl)-1H-pyrazole-5-carboxamide